4-(4-((6-bromo-3-nitroquinolin-4-yl)amino)phenyl)piperazine-1-carboxylic acid tert-butyl ester C(C)(C)(C)OC(=O)N1CCN(CC1)C1=CC=C(C=C1)NC1=C(C=NC2=CC=C(C=C12)Br)[N+](=O)[O-]